CC1=C(C=NN1C1=NC=CC(=C1)C(F)(F)F)S(=O)(=O)NC=1C=CC=C2C=NN(C12)C 5-methyl-N-(1-methyl-1H-indazol-7-yl)-1-(4-(trifluoromethyl)pyridin-2-yl)-1H-pyrazole-4-sulfonamide